[3-(4-(2-BUTYL-1-[4-(4-CHLORO-PHENOXY)-PHENYL]-1H-IMIDAZOL-4-YL)-PHENOXY)-PROPYL]-DIETHYL-AMINE C(CCC)C=1N(C=C(N1)C1=CC=C(OCCCN(CC)CC)C=C1)C1=CC=C(C=C1)OC1=CC=C(C=C1)Cl